C(C(C)C)C1COC(CN(C(COCCN(C(COC(CN(C(COCCN1C)CC(C)C)C)C)CC(C)C)C)CC(C)C)C)C 3,9,15,21-tetraisobutyl-4,10,12,16,22,24-hexamethyl-1,7,13,19-tetraoxa-4,10,16,22-tetraazacyclotetracosane